tert-butyl 4-[(2-bromo-6-fluorophenyl)(hydroxy)methyl]piperidine-1-carboxylate BrC1=C(C(=CC=C1)F)C(C1CCN(CC1)C(=O)OC(C)(C)C)O